(R)-6-(cyclopropanecarbonyl)-2-(3-(3-(fluoro(4-methyl-4H-1,2,4-triazol-3-yl)methyl)oxetan-3-yl)phenyl)-4-(trifluoromethyl)isoindolin-1-one C1(CC1)C(=O)C1=CC(=C2CN(C(C2=C1)=O)C1=CC(=CC=C1)C1(COC1)[C@H](C1=NN=CN1C)F)C(F)(F)F